N[C@@H](CC1=CC(I)=C(C(I)=C1)OC1=CC(I)=C(C(I)=C1)O)C(=O)O anti-Thyroxin